N1CCC12CCCC(C2)C(=O)N azaspiro[3.5]nonane-8-carboxamide